[1-(phenylamino)ethyl]-4H-pyrido-[1,2-a]pyrimidin-4-one C1(=CC=CC=C1)NC(C)C=1N=C2N(C(C1)=O)C=CC=C2